N-(cyanomethyl)-5-(5-(3,5-dichloro-4-fluorophenyl)-5-(trifluoromethyl)-4,5-dihydroisoxazol-3-yl)-3-methyl-5,6-dihydro-4H-thieno[2,3-c]pyrrole-2-carboxamide C(#N)CNC(=O)C1=C(C2=C(CN(C2)C2=NOC(C2)(C(F)(F)F)C2=CC(=C(C(=C2)Cl)F)Cl)S1)C